5-{4-[(S)-4-(3,5-dimethylpyridin-2-yl)-2-methylpiperazine-1-carbonyl]phenyl}-5-fluoromethylimidazolidine-2,4-dione CC=1C(=NC=C(C1)C)N1C[C@@H](N(CC1)C(=O)C1=CC=C(C=C1)C1(C(NC(N1)=O)=O)CF)C